C(C=CC1=CC=CC=C1)(=O)OC1=C(C=C(C=C1)OC)C1SCCCS1 2-(1,3-dithian-2-yl)-4-methoxy-phenyl cinnamate